C1(CCCCCCCCCCCCCCCO1)=O HEXADECANOLIDE